8-(2-chlorophenyl)-7-((5-chloropyridin-2-yl)methyl)-1-(3-hydroxypropyl)-3-methyl-1H-purine-2,6(3H,7H)-dione ClC1=C(C=CC=C1)C1=NC=2N(C(N(C(C2N1CC1=NC=C(C=C1)Cl)=O)CCCO)=O)C